Sodium Propynoate C(C#C)(=O)[O-].[Na+]